C(C)C1SC=2C(C3=CC=CC=C3C(C2C(=C1)CC)=O)=O 2,4-diethyl-thiaanthraquinone